4-[1-[[4-[2-(4-Trifluoromethoxyphenoxy)ethyl-methyl-amino]tetrahydropyran-carbonyl]amino]cyclopropyl]benzoic acid FC(OC1=CC=C(OCCN(C2CC(OCC2)C(=O)NC2(CC2)C2=CC=C(C(=O)O)C=C2)C)C=C1)(F)F